6-Bromo-5-chloro-3-(ethylthio)-N-((4,5,6,7-tetrahydrobenzo[d]isoxazol-3-yl)methyl)-7,9-dihydrofuro[3,4-f]quinazolin-1-amine BrC=1C2=C(C3=C(N=C(N=C3C1Cl)SCC)NCC1=NOC3=C1CCCC3)COC2